COC1=CC=NC=2C(CCCC12)=O 4-methoxy-6,7-dihydro-quinolin-8(5H)-one